COC(=O)C1=CC=C2C(=N1)C=CO2 furo[3,2-b]pyridine-5-carboxylic acid methyl ester